6-nitro-N-((tetrahydro-2H-pyran-4-yl)methyl)thieno[3,2-b]pyridine-7-amine [N+](=O)([O-])C=1C(=C2C(=NC1)C=CS2)NCC2CCOCC2